7-((((S)-3,3-difluorocyclopentyl)amino)methyl)-3-methyl-1H-pyrrolo[3,2-b]pyridine-5-carboxamide FC1(C[C@H](CC1)NCC1=C2C(=NC(=C1)C(=O)N)C(=CN2)C)F